1-((3S,4S)-4-(((6-amino-5-(4-phenoxyphenyl)pyrimidin-4-yl)amino)methyl)-3-hydroxypiperidin-1-yl)but-2-yn-1-one NC1=C(C(=NC=N1)NC[C@H]1[C@@H](CN(CC1)C(C#CC)=O)O)C1=CC=C(C=C1)OC1=CC=CC=C1